mono-sodium mono-meglumine N(C)C[C@H](O)[C@@H](O)[C@H](O)[C@H](O)CO.[Na]